3-amino-N-((1,2,3,5,6,7-hexahydro-s-indacen-4-yl)carbamoyl)benzenesulfonamide NC=1C=C(C=CC1)S(=O)(=O)NC(NC1=C2CCCC2=CC=2CCCC12)=O